5-[(1S)-1-(3,5-dichloropyridazin-4-yl)ethoxy]-3-[6-(2-methylsulfonyl-2,6-diazaspiro[3.3]heptan-6-yl)-3-pyridyl]-1H-indazole ClC=1N=NC=C(C1[C@H](C)OC=1C=C2C(=NNC2=CC1)C=1C=NC(=CC1)N1CC2(CN(C2)S(=O)(=O)C)C1)Cl